CN1C(CCC12CCN(CC2)C2=NC(=NC(=C2)N2[C@@H]([C@@H](C2)N2CCNCC2)C)C(F)(F)F)=O 1-Methyl-8-(6-((2R,3R)-2-methyl-3-(piperazin-1-yl)azetidin-1-yl)-2-(trifluoromethyl)pyrimidin-4-yl)-1,8-diazaspiro[4.5]decan-2-one